di-n-heneicosylamine C(CCCCCCCCCCCCCCCCCCCC)NCCCCCCCCCCCCCCCCCCCCC